C(CCCCCCCCC\C=C/CCCC)(=O)ON1C(CC(CC1(C)C)O)(C)C (4-HYDROXY-2,2,6,6-TETRAMETHYL-1-PIPERIDYL) (Z)-HEXADEC-11-ENOATE